(+/-)-9-amino-7-bromo-5-phenyl-2,3,4,5-tetrahydrobenzo[b]oxepin-4-ol NC1=CC(=CC2=C1OCCC(C2C2=CC=CC=C2)O)Br